(2R,5R)-2-(1-(4-bromophenyl)-3-(5-chloropyridin-2-yl)-1H-pyrazole-4-yl)-5-methyl-3-(2-(2-oxoindolin-5-yl)ethyl)oxazolidin-4-one BrC1=CC=C(C=C1)N1N=C(C(=C1)[C@H]1O[C@@H](C(N1CCC=1C=C2CC(NC2=CC1)=O)=O)C)C1=NC=C(C=C1)Cl